(S)-4-aminobutan-2-ol NCC[C@H](C)O